2-allyl-6-((4-(3-fluoropropoxy)phenyl)amino)-1-(6-((1-methylpiperidin-4-yl)oxy)pyridin-2-yl)-1,2-dihydro-3H-pyrazolo[3,4-d]pyrimidin-3-one C(C=C)N1N(C2=NC(=NC=C2C1=O)NC1=CC=C(C=C1)OCCCF)C1=NC(=CC=C1)OC1CCN(CC1)C